1-piperazinylsulfonylmethane N1(CCNCC1)S(=O)(=O)C